2-chloro-N,N-bis(propan-2-yl)acetamide ClCC(=O)N(C(C)C)C(C)C